C(C)(C)(C)OC(=O)N1C[C@H](CCC1)NC1=CC(=C(C=C1)Cl)C(N(C)C)=O.[Cl-].C(CCCCCCCCCCC)N1C(N(C=C1)CC1=CC=CC=C1)C 1-dodecyl-2-methyl-3-benzyl-imidazole Chloride (S)-tert-butyl-3-(4-chloro-3-(dimethylcarbamoyl)phenylamino)piperidine-1-carboxylate